(2R,3S,4R,5R)-2-(acetoxymethyl)-5-(4-aminopyrrolo[2,1-f][1,2,4]triazin-7-yl)-5-cyano-4-hydroxytetrahydrofuran-3-yl L-valinate N[C@@H](C(C)C)C(=O)O[C@@H]1[C@H](O[C@@]([C@@H]1O)(C#N)C1=CC=C2C(=NC=NN21)N)COC(C)=O